CC(CC(C)C1N(CCC1)C(=O)O)C1N(CCC1)C(=O)O.N1C=CC2=CC(=CC=C12)C(=O)N1CC2(CN(C2)C(C=C)=O)[C@H](C1)C1=CC=CC=C1 (R)-1-(6-(1H-indole-5-carbonyl)-8-phenyl-2,6-diazaspiro[3.4]octan-2-yl)prop-2-en-1-one pentane-2,4-diyl-bis(pyrrolidine-1-carboxylate)